C(C)(C)N1N=C(C=2C=NC(=CC21)NC2=NC(=NC=C2)N2CCC(CC2)OC)N2CCN(CC2)CC2=C(C=CC=C2)N2C(NC(CC2)=O)=O 1-(2-((4-(1-isopropyl-6-((2-(4-methoxypiperidin-1-yl)pyrimidin-4-yl)amino)-1H-pyrazolo[4,3-c]pyridin-3-yl)piperazin-1-yl)methyl)phenyl)dihydropyrimidine-2,4(1H,3H)-dione